1-(2-((4R,6S)-6-((3-chloropyridin-2-yl)methyl)-2,2-dimethyl-1,3-dioxan-4-yl)ethyl)-5-(4-fluorophenyl)-2-isopropyl-N,4-diphenyl-1H-pyrrole-3-carboxamide ClC=1C(=NC=CC1)C[C@H]1C[C@H](OC(O1)(C)C)CCN1C(=C(C(=C1C1=CC=C(C=C1)F)C1=CC=CC=C1)C(=O)NC1=CC=CC=C1)C(C)C